6-(Difluoromethyl)indoline 1-(3-fluorophenyl)ethyl-(4-bromo-1-methyl-1H-1,2,3-triazol-5-yl)carbamate FC=1C=C(C=CC1)C(C)N(C(O)=O)C1=C(N=NN1C)Br.FC(C1=CC=C2CCNC2=C1)F